(R)-1-(m-tolyl)ethane-1-amine C1(=CC(=CC=C1)[C@@H](C)N)C